CSCCON=C methanone O-(2-methylthioethyl)oxime